ClCC1=CC=2N(C=C1)C=C(N2)C2=CC=C(C=C2)OC 7-(chloromethyl)-2-(4-methoxyphenyl)imidazo[1,2-a]pyridine